1-(3,4-dihydro-2H-quinoline-1-carbonyl)-4-[2-oxo-2-(N-tetrahydropyran-4-ylanilino)ethyl]piperidine-4-carboxylic acid N1(CCCC2=CC=CC=C12)C(=O)N1CCC(CC1)(C(=O)O)CC(N(C1=CC=CC=C1)C1CCOCC1)=O